4-((1-(4-(2-(2-Aminopyridin-3-yl)-5-(6-(methoxy-d3)pyridin-3-yl)-3H-imidazo[4,5-b]pyridin-3-yl)benzyl)piperidin-4-yl)amino)pyrimidine-2-carbonitrile NC1=NC=CC=C1C1=NC=2C(=NC(=CC2)C=2C=NC(=CC2)OC([2H])([2H])[2H])N1C1=CC=C(CN2CCC(CC2)NC2=NC(=NC=C2)C#N)C=C1